NC1=CC2=C(N(C(=N2)CC[C@@H](C(=O)OC)NC(=O)OC(C)(C)C)C2=CC=CC=C2)C=C1 methyl (2S)-4-(5-amino-1-phenyl-benzimidazol-2-yl)-2-(tert-butoxycarbonylamino)butanoate